C[Si](CCOCN1C=CC=2C=NC(=CC21)N)(C)C 1-((2-(trimethylsilyl)ethoxy)methyl)-1H-pyrrolo[3,2-c]Pyridin-6-amine